9,9-bis(6-(hydroxymethyl)-2-naphthyl)fluorene phenyl-(4-((methyl(2-oxopyrrolidin-3-yl)amino)methyl)phenyl)carbamate C1(=CC=CC=C1)N(C(O)=O)C1=CC=C(C=C1)CN(C1C(NCC1)=O)C.OCC=1C=C2C=CC(=CC2=CC1)C1(C2=CC=CC=C2C=2C=CC=CC12)C1=CC2=CC=C(C=C2C=C1)CO